C(#N)C1=CC=C(C=C1)C=1C=NC(=C(C(=O)NC=2C=C(C=CC2)[S@](=O)(C)=NC(C(C)(C)NC(OC(C)(C)C)=O)=O)C1C)N1CCC(CCC1)(F)F tert-butyl (R)-(1-(((3-(5-(4-cyanophenyl)-2-(4,4-difluoroazepan-1-yl)-4-methylnicotinamido)phenyl)(methyl)(oxo)-λ6-sulfaneylidene)amino)-2-methyl-1-oxopropan-2-yl)carbamate